C(CCCCCCC=CCCCCCCCC)C=1N(CCN1)CCO 2-(2-heptadec-8-enyl-2-imidazoline-1-yl)ethanol